5-[(3S,5R)-3,5-dimethyl-piperazin-1-yl]-N-(8-fluoro-2-methyl-imidazo[1,2-a]pyridin-6-yl)-2-[2-(trifluoromethoxy)-ethoxy]quinazoline-8-carboxamide C[C@H]1CN(C[C@H](N1)C)C1=C2C=NC(=NC2=C(C=C1)C(=O)NC=1C=C(C=2N(C1)C=C(N2)C)F)OCCOC(F)(F)F